naphtho[2,1-b]Benzofuran-6-ylboronic acid C1=CC=CC=2C=C(C=3OC4=C(C3C12)C=CC=C4)B(O)O